3-[3-(1-hydroxyethyl)-6-[5-[(6-methylpyridazin-3-yl)amino]benzimidazol-1-yl]-2-pyridyl]furan OC(C)C=1C(=NC(=CC1)N1C=NC2=C1C=CC(=C2)NC=2N=NC(=CC2)C)C2=COC=C2